CS(=O)(=O)C1=CC=CC=C1 2-methanesulfonylbenzene